(S)-quinuclidin-3-yl (2,2-dimethyl-5-(p-tolyl)-2,3-dihydro-1H-inden-1-yl)carbamat CC1(C(C2=CC=C(C=C2C1)C1=CC=C(C=C1)C)NC(O[C@@H]1CN2CCC1CC2)=O)C